CC=1C=C(C=C2C=NNC12)CC(C(=O)N1CCN(CC1)C1CCN(CC1)C)CC(=O)N1CCC(CC1)C1=CC2=C(NC1=O)SCCC2 2-((7-methyl-1H-indazol-5-yl)methyl)-1-(4-(1-methylpiperidin-4-yl)piperazin-1-yl)-4-(4-(7-oxo-3,4,7,8-tetrahydro-2H-thiopyrano[2,3-b]pyridin-6-yl)piperidin-1-yl)butane-1,4-dione